decyl 4-((4-((tert-butoxycarbonyl)amino)butyl)(2-hydroxyethyl)amino)butyrate C(C)(C)(C)OC(=O)NCCCCN(CCCC(=O)OCCCCCCCCCC)CCO